NCC(=O)O.CC=1N=CC(=NC1)C(C)=O 1-(5-Methylpyrazin-2-yl)ethanone 2-aminoacetate